3-Fluoro-4-pyrazolylbenzonitrile FC=1C=C(C#N)C=CC1C1=NNC=C1